N1C(=CC=C1)C=1NC=CC1 2,2'-bi-1H-pyrrole